1-N,N-dimethylpicolinamide CN1C(C=CC=C1)C(=O)NC